COC1=NC=C(C=N1)C1CCC(CC1)C=O 4-(2-methoxypyrimidin-5-yl)cyclohexane-1-carbaldehyde